FC(C1=CC2=C(C=N1)C(CC2)=O)(F)F 3-(trifluoromethyl)-5,6-dihydro-7H-cyclopenta[c]pyridin-7-one